C1(=CC=CC=C1)C1(CC(CC=C1)(C(=O)O)C(=O)O)C1=CC1 1-phenyl-3,3-dicarboxyphenyl-cyclopropene